FC1=C(C=2NC3=CC(=CC(=C3C2C(=C1)F)F)F)C1=CC=C(C=O)C=C1 4-(2,4,5,7-tetrafluorocarbazolyl)benzaldehyde